ClC=1C=CC(N(C1)C=1C=NC(=CC1)N[C@@H]1C[C@H](CC1)NC1=NC=C(N=C1)C)=O 5-Chloro-6'-(((1S,3S)-3-((5-methylpyrazin-2-yl)amino)cyclopentyl)amino)-2H-[1,3'-bipyridin]-2-one